4-cyano-N-(1-(((1r,4r)-4-(6-fluoroquinolin-4-yl)cyclohexyl)methyl)cyclopropyl)benzamide C(#N)C1=CC=C(C(=O)NC2(CC2)CC2CCC(CC2)C2=CC=NC3=CC=C(C=C23)F)C=C1